CC=1C=CC2=C(N=C(O2)C2=CC=C(C=C2)C=CC2=CC=C(C=C2)C=2OC3=C(N2)C=C(C=C3)C)C1 4,4'-Bis(5-methylbenzoxazol-2-yl)stilbene